C(C)(C)(C)OC(NCC=1SC(=CC1)C(C)O)=O (5-(1-hydroxyethyl)thiophen-2-yl-methyl)carbamic acid tert-butyl ester